4-aminotetra-hydro-2H-thiopyran 1,1-dioxide hydrochloride Cl.NC1CCS(CC1)(=O)=O